4-[4-[[3-(diethylcarbamoyl)-6,7-dihydroxy-5-nitro-naphthalene-2-carbonyl]-ethyl-amino]butyl-methyl-amino]-4-oxo-butanoic acid C(C)N(C(=O)C=1C(=CC2=CC(=C(C(=C2C1)[N+](=O)[O-])O)O)C(=O)N(CCCCN(C(CCC(=O)O)=O)C)CC)CC